P(=O)(OCC)(OCC)OC1=C(C=CC(=C1)O)O diethyl (2,5-dihydroxyphenyl) phosphate